3-(4-(trifluoromethyl)phenethyl)-1H-pyrazole-5-carboxylic acid 3,5-dihydroxyphenyl ester OC=1C=C(C=C(C1)O)OC(=O)C1=CC(=NN1)CCC1=CC=C(C=C1)C(F)(F)F